C(#N)/C(/C(=O)NCC)=C\C1=CC(=C(C=C1)OCC=1C(=C(C=CC1)C1=CC=CC=C1)C)[N+](=O)[O-] (E)-2-cyano-N-ethyl-3-(4-((2-methyl-[1,1'-biphenyl]-3-yl)methoxy)-3-nitrophenyl)acrylamide